C(C)(C)(C)OC(=O)N1CCC(CC1)C1=CC=C(C=C1)N[C@H]1C(NC(CC1)=O)=O.Cl.N1CCC(CC1)C1=CC=C(N[C@H]2C(NC(CC2)=O)=O)C=C1 |r| (3RS)-3-[4-(4-Piperidyl)anilino]piperidine-2,6-dione hydrochloride tert-Butyl-4-[4-[[(3RS)-2,6-dioxo-3-piperidyl]amino]phenyl]piperidine-1-carboxylate